FC(C1=NC2=CC=C(C(=C2NC1=O)F)CN1CCN(CC1)C=1C=CC(=NC1F)C(=O)N(C=1C=NN(C1)C)C)F 5-(4-((2-(Difluoromethyl)-5-fluoro-3-oxo-3,4-dihydroquinoxalin-6-yl)methyl)piperazin-1-yl)-6-fluoro-N-methyl-N-(1-methyl-1H-pyrazol-4-yl)pyridineamide